C1(=C(C=CC2=CC=CC=C12)SSC1=C(C2=CC=CC=C2C=C1)O)O dithio-dinaphthol